ClC1=C(C(=CC(=C1)C(F)(F)F)Cl)N1N=C(C=2C1=NC(=CC2C)O)C#N 1-(2,6-dichloro-4-(trifluoromethyl)phenyl)-6-hydroxy-4-methyl-1H-pyrazolo[3,4-b]pyridine-3-carbonitrile